FC=1C=C(C=CC1OC)C1=CN=C2N1C=CN=C2NC2=CC(=C(C(=O)N(CCON1N=NC=3C1=NC=CC3)C)C=C2)C 4-[[3-(3-fluoro-4-methoxyphenyl)imidazo[1,2-a]pyrazin-8-yl]amino]-N,2-dimethyl-N-[2-(triazolo[4,5-b]pyridin-3-yloxy)ethyl]benzamide